N-(2-methylbenzyl)prop-2-yn-1-amine CC1=C(CNCC#C)C=CC=C1